CN(C1CCOCC1)CC[C@@H]1CC[C@@H](CC1)C1=C(C=C(C=C1)F)Cl N-Methyl-4-({2-[(cis)-4-(2-chloro-4-fluorophenyl)-cyclohexyl]ethyl}amino)oxan